ClC1=CC=C(OC2=C(C=C(C=C2F)S(=O)(=O)N2C3(CN(CC2CC3)C(=O)OCCOC)C(NO)=O)F)C=C1 2-methoxyethyl 8-((4-(4-chlorophenoxy)-3,5-difluorophenyl)sulfonyl)-1-(hydroxycarbamoyl)-3,8-diazabicyclo[3.2.1]octane-3-carboxylate